2-(3,4-dichlorophenyl)-1-ethyl-4-oxo-6-[[4-(trifluoromethyl)triazol-2-yl]methyl]pyridine-3-carboxylic acid ClC=1C=C(C=CC1Cl)C=1N(C(=CC(C1C(=O)O)=O)CN1N=CC(=N1)C(F)(F)F)CC